5-((1S,5R)-1-(5-((1-methylpiperidin-4-yl)methyl)-1,3,4-oxadiazol-2-yl)-5-(trifluoromethyl)-3-azabicyclo[3.1.0]hexane-3-yl)quinoline-8-carbonitrile CN1CCC(CC1)CC1=NN=C(O1)[C@@]12CN(C[C@]2(C1)C(F)(F)F)C1=C2C=CC=NC2=C(C=C1)C#N